4-pentylbenzoic acid C(CCCC)C1=CC=C(C(=O)O)C=C1